2-xanthate C1=C(C=CC=2OC3=CC=CC=C3CC12)C(=O)[O-]